N1=CC=CC=2C3=CC=CC=C3C3=C(C12)CC=1C=CC=CC13 azaindenophenanthrene